Tetrachloroethane C(C(Cl)Cl)(Cl)Cl